5-bromo-N-(dicyclopropylmethyl)-4-(trifluoromethyl)pyridin-2-amine BrC=1C(=CC(=NC1)NC(C1CC1)C1CC1)C(F)(F)F